S(=O)(=O)=C1C2CC1C2 sulfonyl-bicyclo[1.1.1]pentane